OC1=C(C(=CC(=C1)O)OC)C(\C=C/C1=CC=CC=C1)=O (Z)-1-(2,4-Dihydroxy-6-methoxyphenyl)-3-phenylprop-2-en-1-one